BrCC(=O)C1N(C[C@H](C1)C1=C(C(=CC=C1F)F)F)C(=O)OC(C)(C)C (4R)-tert-butyl 2-(2-bromoacetyl)-4-(2,3,6-trifluorophenyl)pyrrolidine-1-carboxylate